2-chloro-7H-1,7-naphthyridin-8-one ClC1=NC=2C(NC=CC2C=C1)=O